methyl (2E)-4-(2-[2-[(tert-butoxycarbonyl)amino]ethoxy]ethoxy)but-2-enoate C(C)(C)(C)OC(=O)NCCOCCOC/C=C/C(=O)OC